5-(4-(benzyloxy)-2-fluorophenyl)-4-(2-methoxyethoxy)-N-(4-((4-methylpiperazin-1-yl)methyl)phenyl)-7H-pyrrolo[2,3-d]pyrimidin-2-amine C(C1=CC=CC=C1)OC1=CC(=C(C=C1)C1=CNC=2N=C(N=C(C21)OCCOC)NC2=CC=C(C=C2)CN2CCN(CC2)C)F